P(=O)(O)(OCCOC(C(=C)C)=O)OCCOC(C(=C)C)=O hydrogen bis(methacryloyloxyethyl) phosphate